NC(=O)C(=O)N aminocarbonyl-(carboxamide)